ClC1=CC=C(CNC(=O)C2=NN(C=3C(N(CCC32)CC3(CC3)S(=O)(=O)C(C)([C@@H](CNC)O)C)=O)C)C=C1 (R)-N-(4-Chlorobenzyl)-6-((1-((3-hydroxy-2-methyl-4-(methylamino)butan-2-yl)sulfonyl)cyclopropyl)methyl)-1-methyl-7-oxo-4,5,6,7-tetrahydro-1H-pyrazolo[3,4-c]pyridine-3-carboxamide